1,1,1,2,3,4,4,5,5,5-decafluoro-2-pentene FC(C(=C(C(C(F)(F)F)(F)F)F)F)(F)F